N-[(1S)-2-hydroxy-1-{3-[3-(trifluoromethyl)phenyl]-1,2,4-oxadiazol-5-yl}ethyl]-1H-indole-2-carboxamide OC[C@@H](C1=NC(=NO1)C1=CC(=CC=C1)C(F)(F)F)NC(=O)C=1NC2=CC=CC=C2C1